COC=1C(=CC(=C(C1)N(CCN(C(OC(C)(C)C)=O)C)C)NC(C=C)=O)NC1=NC=CC(=N1)C1=CN(C2=CC=CC=C12)C tert-butyl N-[2-[[5-methoxy-4-[[4-(1-methylindol-3-yl)pyrimidin-2-yl]amino]-2-(prop-2-enoylamino)phenyl]-methylamino]ethyl]-N-methylcarbamate